OC1=C(C(N(C=C1)C)=O)NC(N[C@@H](CC(=O)O)C=1C=C(C=C(C1)C)C1=CC(=CC=C1)OC)=O (S)-3-(3-(4-hydroxy-1-methyl-2-oxo-1,2-dihydropyridin-3-yl)ureido)-3-(3'-methoxy-5-methylbiphenyl-3-yl)propionic acid